N-(3-methylpyridin-2-yl)-2,2-diphenylacetamide CC=1C(=NC=CC1)NC(C(C1=CC=CC=C1)C1=CC=CC=C1)=O